NC=1N=NC(=CC1N1CC2CCC(C1)N2C2=CC(=NC=C2)C#CCN2C(CNCC2)=O)C2=C(C=CC=C2)O 1-(3-(4-(3-(3-amino-6-(2-hydroxyphenyl)pyridazin-4-yl)-3,8-diazabicyclo[3.2.1]octan-8-yl)pyridin-2-yl)prop-2-yn-1-yl)piperazin-2-one